C(C)(C)(C)OC(=O)N[C@H](C(=O)OCCCCCCCCCCCCC)CC1=CC(=CC(=C1)F)F tridecyl (S)-2-((tert-butoxycarbonyl)amino)-3-{3,5-difluorophenyl}propanoate